N-(chloromethyl)-N-methylformamide ClCN(C=O)C